C1(=CC=C(C=C1)N(C1=CC=CC=2C(C3=CC=CC=C3C12)(C)C)C1=CC=C(C=C1)C=1C=CC=2N(C3=CC=CC=C3C2C1)C1=CC=CC=C1)C1=CC=CC=C1 N-(biphenyl-4-yl)-N-[4-(9-phenyl-9H-carbazol-3-yl)phenyl]-9,9-dimethyl-9H-fluoren-4-amine